BrC=1C(=CSC1)CC1(C2=NCN([C@H]3[C@H](O)[C@H](O)[C@@H](CO)O3)C2=NC=N1)N 6-[(4-bromothiophen-3-yl)methyl]adenosine